OC=1C=C(C=C2C(N(C(N2C)=[Se])CCCCC(C)F)=O)C=C(C1)O 5-(3,5-dihydroxybenzylidene)-3-(5-fluorohexyl)-1-methyl-2-selenoxoimidazolidin-4-one